(2R)-N-((R or S)-(3-chloro-2,4-difluorophenyl)(5-fluoro-6-(trifluoromethyl)pyridin-3-yl)methyl)-2-methyl-3-oxopiperazine-1-carboxamide ClC=1C(=C(C=CC1F)[C@H](NC(=O)N1[C@@H](C(NCC1)=O)C)C=1C=NC(=C(C1)F)C(F)(F)F)F |o1:8|